C(#N)\C=C(\C1CCCC1)/N1N=CC(=C1)C1=C(C(=NC=N1)NC(OC(C)(C)C)=O)CC(OC)OC tert-butyl (Z)-(6-(1-(2-cyano-1-cyclopentylvinyl)-1H-pyrazol-4-yl)-5-(2,2-dimethoxyethyl)pyrimidin-4-yl)carbamate